C(C)OC1=C(C=CC=C1)C(C1=CC=CC=C1)=O ethyl-oxy-benzoyl-benzene